FC=1C(=C(C(=O)Cl)C=CC1)C(F)(F)F 3-fluoro-2-(trifluoromethyl)benzoyl chloride